CC1=C(C(=O)NC2=C(C=C(C=C2)S(N[C@H](C)C2CCNCC2)(=O)=O)C(F)(F)F)C=CC=C1 (R)-2-methyl-N-(4-(N-(1-(piperidin-4-yl)ethyl)sulfamoyl)-2-(trifluoromethyl)phenyl)benzamide